4-(2-(1-methyl-1H-pyrazol-3-yl)-6,7-dihydro-8H-pyrimido[5,4-b][1,4]oxazin-8-yl)nicotinonitrile CN1N=C(C=C1)C=1N=CC=2OCCN(C2N1)C1=CC=NC=C1C#N